C(CCC\C=C/CC)OC(CCC(=O)OCCCCCCN(CC(CCCCCC(=O)[O-])O)C)OCCCC\C=C/CC 8-((6-((4,4-bis(((Z)-oct-5-en-1-yl) oxy) butanoyl) oxy) hexyl) (methyl) amino)-7-hydroxyoctanoate